((2R,3S)-1-(3-((2-(3-chloro-1-methyl-1H-pyrazol-4-yl)pyrimidin-4-yl)amino)-5-isopropylquinolin-8-yl)-2-methyl-azetidin-3-yl)methanesulfonyl fluoride ClC1=NN(C=C1C1=NC=CC(=N1)NC=1C=NC2=C(C=CC(=C2C1)C(C)C)N1[C@@H]([C@H](C1)CS(=O)(=O)F)C)C